2-(phenylsulfonyl)-1H-indole C1(=CC=CC=C1)S(=O)(=O)C=1NC2=CC=CC=C2C1